3-cyclopropylmethoxy-4-methoxystyrene C1(CC1)COC=1C=C(C=C)C=CC1OC